1-[5-fluoro-1-oxido-6-[2-oxo-1-(2,2,2-trifluoroethyl)-1,7-naphthyridin-6-yl]pyridin-1-ium-3-yl]cyclopropanecarbonitrile FC=1C=C(C=[N+](C1C=1C=C2C=CC(N(C2=CN1)CC(F)(F)F)=O)[O-])C1(CC1)C#N